FC1=C(OC=2C=C3C=NN(C3=CC2C=2C3=C(C(N(C2)C)=O)NC=C3)S(=O)(=O)CC)C=CC(=C1)F 4-(5-(2,4-difluorophenoxy)-1-(ethylsulfonyl)-1H-indazol-6-yl)-6-methyl-1,6-dihydro-7H-pyrrolo[2,3-c]pyridin-7-one